ClC=1C=C(OCC(=O)NC23CC(C2)(C3)N3N=C2C=NC(=CC2=C3)OC)C=CC1Cl 2-(3,4-dichlorophenoxy)-N-[3-(5-methoxy-2H-pyrazolo[3,4-c]pyridin-2-yl)bicyclo[1.1.1]pentan-1-yl]acetamide